2-[2-(aminomethyl)-3,3-difluoro-allyl]-4-[5-(1,3-benzodioxol-5-yl)-3-methyl-2-pyridyl]-1,2,4-triazol-3-one NCC(CN1N=CN(C1=O)C1=NC=C(C=C1C)C1=CC2=C(OCO2)C=C1)=C(F)F